C(C)(C)(C)N(C(O)=O)[C@@H]1C[C@@H](C1)N.CC=1C=CC2=C(C=C(O2)C(=O)C2=CC=CC=C2)C1 (5-methylbenzofuran-2-yl)(phenyl)methanone tert-butyl-((cis)-3-aminocyclobutyl)carbamate